[NH4+].[NH4+].P(=O)(OCC(=O)OC1=C(C(=CC(=C1)CCCCC)O)[C@H]1[C@@H](CCC(=C1)C)C(=C)C)([O-])[O-] 2-(((1'R,2'R)-6-hydroxy-5'-methyl-4-pentyl-2'-(prop-1-en-2-yl)-1',2',3',4'-tetrahydro-[1,1'-biphenyl]-2-yl)oxy)-2-oxoethyl phosphate di-ammonium salt